1-(4-Fluoro-3-(4-(pyrazin-2-yl)piperazine-1-carbonyl)benzyl)quinazoline-2,4(1H,3H)-dione FC1=C(C=C(CN2C(NC(C3=CC=CC=C23)=O)=O)C=C1)C(=O)N1CCN(CC1)C1=NC=CN=C1